COC=1C=CC=2N(C1)C(=NN2)[C@@H]2C[C@@H](CCC2)NC2=NC=C(C(=N2)OC2COC2)C(F)(F)F N-[(1R,3S)-3-(6-methoxy-[1,2,4]triazolo[4,3-a]pyridin-3-yl)cyclohexyl]-4-(oxetan-3-yloxy)-5-(trifluoromethyl)pyrimidin-2-amine